C(C)(C)C1=C(C=C(C=C1)C(C)C)[PH2]=O 2,5-diisopropylphenylphosphine oxide